3-Bromo-N-(2,6-dibromo-3,5-dimethoxyphenyl)-5,6-dimethylpyridin-2-amine BrC=1C(=NC(=C(C1)C)C)NC1=C(C(=CC(=C1Br)OC)OC)Br